dodecanethiol methyl-2-pyrrolidin-3-yl-1,2,4-triazole-3-carboxylate CC=1N=C(N(N1)C1CNCC1)C(=O)O.C(CCCCCCCCCCC)S